Tert-butyl (3-bromo-2,4,5-trifluorophenyl)carbamate BrC=1C(=C(C=C(C1F)F)NC(OC(C)(C)C)=O)F